[Fe].[W].[Cu] copper-tungsten-iron